(S)-8-(2-chloro-5-fluorophenyl)-1-((R)-5,6-difluoro-3-(trifluoromethyl)indoline-1-carboxamido)-N-methyl-6-oxo-5,6,7,8-tetrahydroimidazo[1,5-a]pyrazine-3-carboxamide ClC1=C(C=C(C=C1)F)[C@H]1C=2N(CC(N1)=O)C(=NC2NC(=O)N2C[C@@H](C1=CC(=C(C=C21)F)F)C(F)(F)F)C(=O)NC